2-(difluoromethyl)-N-(5-(5-methoxybenzo[d]oxazol-2-yl)-8-(methylamino)-2,7-naphthyridin-3-yl)cyclopropane-1-carboxamide FC(C1C(C1)C(=O)NC=1N=CC2=C(N=CC(=C2C1)C=1OC2=C(N1)C=C(C=C2)OC)NC)F